C(CCCCCCC\C=C/C[C@H](O)CCCCCC)(=O)O.[Na].[Na] disodium ricinoleic acid